2-[4-[4-[[(3S)-2,6-dioxo-3-piperidyl]amino]-2-fluoro-phenyl]-1-piperidyl]-3-hydroxy-propanoic acid O=C1NC(CC[C@@H]1NC1=CC(=C(C=C1)C1CCN(CC1)C(C(=O)O)CO)F)=O